FC1=CC=C(C=N1)C(=O)N1C[C@H](CC1)NC (3S)-1-(6-Fluoropyridine-3-carbonyl)-N-methylpyrrolidin-3-amine